(5-Hydroxy-1-methyl-1H-pyrazol-4-yl)(3,3,4-trimethyl-1,1-dioxido-2,3-dihydro-1-benzothiophen-5-yl)methanon OC1=C(C=NN1C)C(=O)C=1C=CC2=C(C(CS2(=O)=O)(C)C)C1C